pentafluoro-λ6-sulfane FS(F)(F)(F)F